C1=CC(=C(C=C1CC2=CC(=C(C=C2)N)Cl)Cl)N 4,4-methylenebis(2-chloroaniline)